SC(C(=O)OC(C1=CC(=C(C(=C1)C)O)C)CCCCCCCCCCCCCCCCCC)C1=CC=CC=C1 octadecyl-4-hydroxy-3,5-dimethylbenzyl mercaptoPhenylacetate